(R) or (S)-2-(Difluoromethyl)-N'-((3-methyl-2-(trifluoromethyl)-6,7-dihydro-5H-cyclopenta[b]pyridin-4-yl)carbamoyl)thiazole-5-sulfonimidamide FC(C=1SC(=CN1)[S@@](=O)(N)=NC(NC1=C2C(=NC(=C1C)C(F)(F)F)CCC2)=O)F |o1:7|